Cl.C(C)(C)(C)OC([C@@H](NC(=O)OCC1=CC=CC=C1)CCCCN)=O (epsilone)-benzyloxycarbonyl-L-lysine tert-butyl ester hydrochloride